S(=O)(=O)(O)C=1C(OC=CC1)=O Sulfopyrone